tert-butyl 5-((3-fluoro-2-methoxyphenyl)carbamoyl)-4-hydroxy-6-oxo-3,6-dihydropyridine-1(2H)-carboxylate FC=1C(=C(C=CC1)NC(=O)C1=C(CCN(C1=O)C(=O)OC(C)(C)C)O)OC